C(C)(C)(C)OC(N[C@@H](C)C1=NC(=NC(=N1)NC1=CC=C(C=C1)Cl)N1CCOCC1)=O Tert-butyl-(S)-(1-(4-((4-chlorophenyl)amino)6-morpholino-1,3,5-triazin-2-yl)ethyl)carbamate